COC=1C=C2NC=3C=CC(=CC3C(C2=CC1)(C)C)CN1CCN(CC1)C1COCC1 6-Methoxy-9,9-dimethyl-2-((4-(tetrahydrofuran-3-yl)piperazin-1-yl)methyl)-9,10-dihydroacridine